1-(4-fluorophenyl)imidazo[1,2-a]quinolin-4,5-dione FC1=CC=C(C=C1)C1=CN=C2N1C1=CC=CC=C1C(C2=O)=O